3-(2-methoxyethoxy)-N-methyl-4-{[3-(4-{[(1S,4S)-4-{2-oxa-6-azaspiro[3.3]heptan-6-yl}cyclohexyl]amino}-1-(2,2,2-trifluoroethyl)-1H-indol-2-yl)prop-2-yn-1-yl]amino}benzamide COCCOC=1C=C(C(=O)NC)C=CC1NCC#CC=1N(C2=CC=CC(=C2C1)NC1CCC(CC1)N1CC2(COC2)C1)CC(F)(F)F